(S)-N-(7-fluoro-[1,2,4]triazolo[1,5-a]pyridin-6-yl)-4-(3-methylpiperazin-1-yl)-2,3-dihydro-1H-pyrrolo[2,3-b]pyridine-1-carboxamide hydrochloride Cl.FC1=CC=2N(C=C1NC(=O)N1CCC=3C1=NC=CC3N3C[C@@H](NCC3)C)N=CN2